NC/C(/CN1N=CN(C1=O)CC1=CC=C(S1)C=1C(N(C=CC1)C)=O)=C\F [5-({1-[(2E)-2-(aminomethyl)-3-fluoroprop-2-en-1-yl]-5-oxo-1,5-dihydro-4H-1,2,4-triazol-4-yl}methyl)thiophen-2-yl]-1-methylpyridin-2(1H)-one